C(C)(C)(C)[Si](C)(C)OCCCI tert-butyl-(3-iodopropoxy)dimethyl-silane